FC1=C(C=C(C=C1)OC(F)(F)F)CNC(=O)C=1C(=NC=C(C1)C=1C=CC=2N(N1)C=C(N2)NC(CO)=O)OC N-{[2-fluoro-5-(trifluoromethoxy)phenyl]methyl}-5-[2-(2-hydroxyacetamido)imidazo[1,2-b]pyridazin-6-yl]-2-methoxypyridine-3-carboxamide